ClC=1N(C=CN1)CC1=C(C=C(C=C1)C1=C(SC(=C1C)CC(C)C)S(=O)(=O)N)F 3-(4-((2-Chloro-1H-imidazol-1-yl)methyl)-3-fluorophenyl)-5-isobutyl-4-methylthiophene-2-sulfonamide